NC1=NC(=C(C=C1C=1C=C2CCNC(C2=CC1)=O)C1=CC=C(C=C1)C=1CCN(CC1)C)Cl 6-(2-amino-6-chloro-5-(4-(1-methyl-1,2,3,6-tetrahydropyridin-4-yl)phenyl)pyridin-3-yl)-3,4-dihydroisoquinolin-1(2H)-one